4-[5-({[(1S,3S)-3-aminocyclohexyl]meth-yl}amino)-1-[4-(1,1-dioxo-1λ6-thiomorpholin-4-yl)phenyl]-1H-pyrazol-3-yl]-2-fluoro-benzonitrile N[C@@H]1C[C@H](CCC1)CNC1=CC(=NN1C1=CC=C(C=C1)N1CCS(CC1)(=O)=O)C1=CC(=C(C#N)C=C1)F